1-[3-[7-methyl-6-(1-methylpyrazol-4-yl)-3,4-dihydro-2H-quinolin-1-yl]-1-[1-(piperidine-4-carbonyl)-4-piperidyl]-6,7-dihydro-4H-pyrazolo[4,3-c]pyridin-5-yl]ethanone CC1=C(C=C2CCCN(C2=C1)C1=NN(C2=C1CN(CC2)C(C)=O)C2CCN(CC2)C(=O)C2CCNCC2)C=2C=NN(C2)C